methyl 4-(indolin-1-yl)-5-bromothiophene-2-carboxylate N1(CCC2=CC=CC=C12)C=1C=C(SC1Br)C(=O)OC